(E)-N-((tert-butoxycarbonyl)oxy)iminobenzyl cyanide C(C)(C)(C)OC(=O)O\N=C(/C1=CC=CC=C1)\C#N